tert-butyl (2-((5-((3',5'-dichloro-5-(morpholinomethyl)-[1,1'-biphenyl]-3-yl)oxy)pyridin-2-yl)amino)ethyl)carbamate ClC=1C=C(C=C(C1)Cl)C1=CC(=CC(=C1)CN1CCOCC1)OC=1C=CC(=NC1)NCCNC(OC(C)(C)C)=O